ethyl 2-hydroxy-phenylacetate OC1=C(C=CC=C1)CC(=O)OCC